2-methyl-2H-pyrazolo[4,3-c]pyridine-7-carboxamide CN1N=C2C(C=NC=C2C(=O)N)=C1